N-phenyl-1,2-propanediamine C1(=CC=CC=C1)NCC(C)N